5-(2-(2-aminoethoxy)ethoxy)-N-methylpentan-1-amine NCCOCCOCCCCCNC